6-(4-hydroxy-3-methylbutylamino)-3-β-D-glucopyranosylpurine OCC(CCNC1=C2N=CN=C2N(C=N1)[C@H]1[C@H](O)[C@@H](O)[C@H](O)[C@H](O1)CO)C